(E)-4-(1,1-dimethyl-2-(2-(5-(4-(methylamino)phenyl)thiophen-2-yl)vinyl)-1H-benzo[e]indol-3-ium-3-yl)butane-1-sulfonate CC1(C(=[N+](C=2C=CC3=C(C12)C=CC=C3)CCCCS(=O)(=O)[O-])\C=C\C=3SC(=CC3)C3=CC=C(C=C3)NC)C